2-chloro-5-((4,6-difluoro-5-(4'-((4-(2-(2-hydroxyethoxy)ethyl)piperazin-1-yl)methyl)-[1,1'-biphenyl]-4-yl)-1H-benzo[d]imidazol-2-yl)oxy)benzoic acid ClC1=C(C(=O)O)C=C(C=C1)OC1=NC2=C(N1)C=C(C(=C2F)C2=CC=C(C=C2)C2=CC=C(C=C2)CN2CCN(CC2)CCOCCO)F